tert-Butyl N-[3-(5-methyl-1,3,4-oxadiazol-2-yl)-1-bicyclo[1.1.1]pentanyl]carbamate CC1=NN=C(O1)C12CC(C1)(C2)NC(OC(C)(C)C)=O